2-Chloro-4-((triisopropylsilyl)ethynyl)pyrimidine ClC1=NC=CC(=N1)C#C[Si](C(C)C)(C(C)C)C(C)C